(3r,6s)-3-[tert-butoxycarbonyl-[tert-butyl-(dimethyl)silyl]oxy-amino]-6-carbamoyl-4-methyl-3,6-dihydro-2H-pyridine-1-carboxylic acid tert-butyl ester C(C)(C)(C)OC(=O)N1C[C@@H](C(=C[C@H]1C(N)=O)C)N(O[Si](C)(C)C(C)(C)C)C(=O)OC(C)(C)C